2-[1-[5-[[(3S)-2,6-dioxo-3-piperidinyl]amino]-3-fluoro-2-pyridinyl]-4-hydroxy-4-piperidinyl]acetic acid hydrochloride Cl.O=C1NC(CC[C@@H]1NC=1C=C(C(=NC1)N1CCC(CC1)(O)CC(=O)O)F)=O